BrC1=CC=CC2=C1N(C=N2)CCCN(C(OC(C)(C)C)=O)CCOC tert-butyl N-[3-(7-bromobenzimidazol-1-yl)propyl]-N-(2-methoxyethyl)carbamate